C(C)(C)(C)OC(=O)N1C=CC2=C(C(=CC(=C12)C)OC)CN1C(CC(CC1)C=1C=NC=CC1)C1=CC=C(C=C1)C(=O)OC 5-methoxy-4-((2-(4-(methoxycarbonyl)phenyl)-4-(pyridin-3-yl)piperidin-1-yl)methyl)-7-methyl-1H-indole-1-carboxylic acid tert-butyl ester